ClC1=NC=C(C=C1B(O)O)C (2-chloro-5-methyl-3-pyridyl)boronic acid